methoxy-3-(trifluoromethyl)pyrazine-2-carboxylic acid COC=1N=C(C(=NC1)C(=O)O)C(F)(F)F